(R)-3-(1,1-difluoro-2-oxo-2-((2-oxotetrahydrofuran-3-yl)amino)ethyl)-4-fluoro-N-(4-fluoro-3-methylphenyl)benzamide FC(C(N[C@H]1C(OCC1)=O)=O)(F)C=1C=C(C(=O)NC2=CC(=C(C=C2)F)C)C=CC1F